4-chloro-6-methyl-N-(6-silaspiro[5.5]undecan-3-yl)-1H-pyrrolo[2,3-b]pyridine-2-carboxamide ClC1=C2C(=NC(=C1)C)NC(=C2)C(=O)NC2CC[Si]1(CC2)CCCCC1